pyrido[2,3,4]oxazine O1N=CC2=CC1=CC=N2